OCCOCCNC(C=C)=O N-[(β-hydroxyethoxy)ethyl]-acrylamide